NC1=C(C=NN1C=1C=NC(=CC1C)OC1=C(C=CC=C1F)F)C(=O)C1=CC2=C3CCCN(C3=CC=C2N1)S(=O)(=O)C (5-amino-1-{6-[(2,6-difluorophenyl)oxy]-4-methylpyridin-3-yl}pyrazol-4-yl)[6-(methylsulfonyl)-6,7,8,9-tetrahydro-3H-pyrrolo[3,2-f]quinolin-2-yl]methanone